(R)-4-(dideutero(1-methyl-1H-pyrazol-4-yl)methyl)-9-methoxy-1-methyl-N-(1-methylcyclopropyl)-5-oxo-1,2,4,5-tetrahydro-imidazo[1,2-a]quinazoline-7-sulfonamide [2H]C(N1C=2N(C3=C(C=C(C=C3C1=O)S(=O)(=O)NC1(CC1)C)OC)[C@@H](CN2)C)(C=2C=NN(C2)C)[2H]